C1CCC2=C(C=CC=C12)N1CC=2N=C(N=C(C2C1)N1C[C@@H](NCC1)CC#N)OC[C@H]1N(CCC1)C 2-((S)-4-(6-(2,3-dihydro-1H-inden-4-yl)-2-(((S)-1-methylpyrrolidin-2-yl)methoxy)-6,7-dihydro-5H-pyrrolo[3,4-d]pyrimidin-4-yl)piperazin-2-yl)acetonitrile